N-(benzo[d]thiazol-2-yl)-4-fluoro-2-((4-methylphenyl)sulfonamido)benzamide S1C(=NC2=C1C=CC=C2)NC(C2=C(C=C(C=C2)F)NS(=O)(=O)C2=CC=C(C=C2)C)=O